di(phenyl)iodonium p-toluenesulfonate CC1=CC=C(C=C1)S(=O)(=O)[O-].C1(=CC=CC=C1)[I+]C1=CC=CC=C1